2,7,8-naphthalenetricarboxylic acid C1=C(C=CC2=CC=C(C(=C12)C(=O)O)C(=O)O)C(=O)O